[Mg+2].C(CCCCCCCCCCCCC)(=O)[O-].C(CCCCCCCCCCCCC)(=O)[O-] Tetradecanoic acid, magnesium salt